5-(1-(1,3-difluoropropan-2-yl)-1H-benzo[d][1,2,3]triazol-6-yl)-6-fluoro-N-((3S,4R)-3-fluoro-1-(2-methoxyethyl)piperidin-4-yl)-4-methoxypyrrolo[2,1-f][1,2,4]triazin-2-amine FCC(CF)N1N=NC2=C1C=C(C=C2)C=2C(=CN1N=C(N=C(C12)OC)N[C@H]1[C@H](CN(CC1)CCOC)F)F